NC=1C2=C(N=CN1)N(C=C2C2=CC=C(C=C2)N)[C@@H]2O[C@@H]([C@H]([C@H]2O)O)CSCC=2C(=NOC2C2=CC=CC=C2)C (2R,3R,4S,5S)-2-(4-Amino-5-(4-aminophenyl)-7H-pyrrolo[2,3-d]pyrimidin-7-yl)-5-((((3-methyl-5-phenylisoxazol-4-yl)methyl)thio)methyl)tetrahydrofuran-3,4-diol